BrC1=CC(=C(C(=C1)C)C=1C=CC=2C(=NC(=CN2)[C@H]2CN(CCC2)C)N1)C 6-(4-bromo-2,6-dimethyl-phenyl)-3-[(3R)-1-methyl-3-piperidyl]pyrido[2,3-b]pyrazine